(R)-4-(2-(1-cyano-3-fluoropiperidin-3-yl)-3H-imidazo[4,5-b]pyridin-6-yl)picolinenitrile C(#N)N1C[C@@](CCC1)(F)C1=NC=2C(=NC=C(C2)C2=CC(=NC=C2)C#N)N1